dimethylnonafluorohexylpentafluorophenyl-silane C[Si](C1=C(C(=C(C(=C1F)F)F)F)F)(C(C(C(CCC(F)(F)F)(F)F)(F)F)(F)F)C